2,2-dipropylaminoacetic acid pentafluorophenyl ester FC1=C(C(=C(C(=C1OC(C(NCCC)NCCC)=O)F)F)F)F